C(CCCCCCCCCCC)SCCC(=O)O.C(CCCCCCCCCCC)SCCC(=O)O.S(C1=CC(=C(C=C1C)O)C(C)(C)C)C1=CC(=C(C=C1C)O)C(C)(C)C 4,4'-thiobis[2-t-butyl-5-methylphenol] bis[3-(dodecylthio)propionate]